C1(CC1)CNC=1C(=C(C=CC1)C1(NNC(=C1)C(=O)N)C(F)(F)F)CC1=CC(=CC=C1)C(F)(F)F 3-((cyclopropylmethylamino)(3-(trifluoromethyl)phenylmethyl)phenyl)-3-(trifluoromethyl)-1H-pyrazole-5-carboxamide